5-chlorothiophene-2-carbonyl chloride ClC1=CC=C(S1)C(=O)Cl